4-[4-[4-[3-[4-[4-amino-3-(4-phenoxyphenyl)pyrazolo[3,4-d]pyrimidin-1-yl]-1-piperidyl]azetidin-1-yl]-1-piperidyl]-1-piperidyl]piperidine-1-carboxylate NC1=C2C(=NC=N1)N(N=C2C2=CC=C(C=C2)OC2=CC=CC=C2)C2CCN(CC2)C2CN(C2)C2CCN(CC2)C2CCN(CC2)C2CCN(CC2)C(=O)[O-]